Cl[V](C1(C(C=C(C=C1)C)C(C)(C)C)C(C)(C)C)(OC(C)(C)C)(Cl)Cl trichlorot-butoxy-o-di-t-butyl-p-methylphenyl-vanadium